1-octyl-3-(trifluoromethyl)benzene ethyl-(2R,4S)-4-methyl-2-piperidinecarboxylate C(C)OC(=O)[C@@H]1NCC[C@@H](C1)C.C(CCCCCCC)C1=CC(=CC=C1)C(F)(F)F